[bis(3,5-difluorophenyl)](4-hydroxy-3,5-dimethylphenyl)sulfonium methanesulfonate CS(=O)(=O)[O-].FC=1C=C(C=C(C1)F)[S+](C1=CC(=C(C(=C1)C)O)C)C1=CC(=CC(=C1)F)F